5-(2-benzyl-1-(2-methoxyethyl)-1H-benzo[d]imidazol-6-yl)-1,3-dimethylpyridin-2(1H)-one C(C1=CC=CC=C1)C1=NC2=C(N1CCOC)C=C(C=C2)C=2C=C(C(N(C2)C)=O)C